OC1=CC(=C2C(=C(C(OC2=C1C=O)=O)CCC(=O)N1CCN(CC1)C)C)OCCOC 7-hydroxy-5-(2-methoxyethoxy)-4-methyl-3-(3-(4-methylpiperazin-1-yl)-3-oxopropyl)-2-oxo-2H-chromene-8-carbaldehyde